6-cyclopropyl-2-methoxy-7,8-dihydro-1,6-naphthyridin-5(6H)-one C1(CC1)N1C(C=2C=CC(=NC2CC1)OC)=O